FC1=CC(=C(C=C1)C1=CC(=CC=C1)C=1OC2=C(N1)C=C(C=C2C(F)(F)F)C(=O)[2H])C2=NN=CN2C 2-(4'-Fluoro-2'-(4-methyl-4H-1,2,4-triazol-3-yl)-[1,1'-biphenyl]-3-yl)-7-(trifluoromethyl)benzo[d]oxazole-5-carbaldehyde-d